6-[(1S)-1-[8-(2-chlorophenyl)-7-(4-chlorophenyl)-1-methyl-2,6-dioxopurin-3-yl]ethyl]pyridine-3-sulfonamide ClC1=C(C=CC=C1)C1=NC=2N(C(N(C(C2N1C1=CC=C(C=C1)Cl)=O)C)=O)[C@@H](C)C1=CC=C(C=N1)S(=O)(=O)N